C(C)N1C=NC2=C1C=CC(=C2)C#C 1-ethyl-5-ethynyl-1H-benzo[d]imidazole